(S)-N-((S)-1'-(8-bromo-7-methylimidazo[1,2-c]pyrimidin-5-yl)-5,7-dihydrospiro[cyclopenta[b]pyridin-6,4'-piperidin]-5-yl)-2-methylpropan-2-sulfinamide BrC=1C=2N(C(=NC1C)N1CCC3(CC1)[C@@H](C=1C(=NC=CC1)C3)N[S@@](=O)C(C)(C)C)C=CN2